FC(CN1CC=2C=CC=C(C2CC1)N)(C)F 2-(2,2-difluoropropyl)-1,2,3,4-tetrahydroisoquinolin-5-amine